C(C1=CC=CC=C1)OC=1C(=NC=NC1C1CC1)C(=O)OC methyl 5-(benzyloxy)-6-cyclopropylpyrimidine-4-carboxylate